C1(=CC=CC=C1)[C@H]1CCC=2N1C1=C(N2)C=CC(=C1)C=1C=NC(=NC1)N1CCS(CC1)(=O)=O (R)-4-(5-(1-phenyl-2,3-dihydro-1H-benzo[d]pyrrolo[1,2-a]imidazol-7-yl)pyrimidin-2-yl)thiomorpholine 1,1-dioxide